NC1=CC=C(C=N1)C(C(C)(C1=NC=CC=C1)C)=O 1-(6-Aminopyridin-3-yl)-2-methyl-2-(pyridin-2-yl)propan-1-one